5-bromo-1,3-difluoro-2-iodo-benzene BrC=1C=C(C(=C(C1)F)I)F